(2s,4r)-2-chloro-4-hydroxy-2'-methyl-spiro[4,5-dihydrothieno[2,3-c]pyran-7,4'-piperidine]-1'-carboxylic acid tert-butyl ester C(C)(C)(C)OC(=O)N1C(CC2(CC1)OC[C@@H](C1=C2SC(=C1)Cl)O)C